methyl 3-(2-(4-(4-ethoxy-6-((4-methoxybenzyl)oxy)pyridin-3-yl)-2-fluorophenyl)acetamido)-5-(trifluoromethyl)benzoate C(C)OC1=C(C=NC(=C1)OCC1=CC=C(C=C1)OC)C1=CC(=C(C=C1)CC(=O)NC=1C=C(C(=O)OC)C=C(C1)C(F)(F)F)F